1-(1-(4-(hydroxymethyl)cyclohexyl)indolin-4-yl)dihydropyrimidine-2,4(1H,3H)-dione OCC1CCC(CC1)N1CCC2=C(C=CC=C12)N1C(NC(CC1)=O)=O